C(CCCCC(C)C)O Iso-Octanol